4-(2-{[(2r,6s,7ar)-2,6-difluoro-hexahydro-1H-pyrrolizin-7a-yl]methoxy}-6-chloro-4-{3,8-diazabicyclo[3.2.1]oct-3-yl}-8-fluoroquinazolin-7-yl)naphthalene-2-ol F[C@@H]1CC2(C[C@@H](CN2C1)F)COC1=NC2=C(C(=C(C=C2C(=N1)N1CC2CCC(C1)N2)Cl)C2=CC(=CC1=CC=CC=C21)O)F